N-(3-(1-(4-Methyl-3-nitrophenyl)-2-oxo-1,2-dihydrobenzo[h][1,6]naphthyridin-9-yl)phenyl)methanesulfonamide CC1=C(C=C(C=C1)N1C(C=CC2=CN=C3C(=C12)C=C(C=C3)C=3C=C(C=CC3)NS(=O)(=O)C)=O)[N+](=O)[O-]